barium-magnesium-silicon [Si].[Mg].[Ba]